8-bromo-N-(5-(6-ethyl-2,6-diazaspiro[3.3]heptan-2-yl)pyridin-2-yl)quinazolin-2-amine BrC=1C=CC=C2C=NC(=NC12)NC1=NC=C(C=C1)N1CC2(C1)CN(C2)CC